C(C)OC1=NC(=NC=C1C(=O)O)SC 4-ethoxy-2-(methylthio)pyrimidine-5-carboxylic acid